(+)-Alpha-Pinen [C@@H]12C(=CC[C@@H](C1(C)C)C2)C